FC/1(CN(CC\C1=C/C#CC1=NC(=CC=C1)C)C(=O)OC(C)(C)C)F tert-butyl (4E)-3,3-difluoro-4-[3-(6-methylpyridin-2-yl)prop-2-yn-1-ylidene]piperidine-1-carboxylate